O=C1C(N(CC1)C(=O)OCC1=CC=CC=C1)CO[C@@H]1CC[C@@H](CC1)C1=CC=CC=C1 benzyl 3-oxo-2-((((CIS)-4-phenylcyclohexyl)oxy)methyl)pyrrolidine-1-carboxylate